C(=O)O.C(#N)C=1C(=NC=C(C1C1=CC(=C(C=C1)C#N)F)C1=CC(=C(C=C1)OC)O)N1CCC(CC1)(C)NCC=1C=NC(=NC1)/C=C/C(=O)NO (E)-3-(5-(((1-(3-Cyano-4-(4-cyano-3-fluorophenyl)-5-(3-hydroxy-4-methoxyphenyl)pyridin-2-yl)-4-methylpiperidin-4-yl)amino)methyl)pyrimidin-2-yl)-N-hydroxyacrylamide formate